(2S,4R)-1-((S)-2-(4-cyclopropyl-1H-1,2,3-triazol-1-yl)-3-methylbutanoyl)-4-hydroxypyrrolidine-2-carboxylic acid C1(CC1)C=1N=NN(C1)[C@H](C(=O)N1[C@@H](C[C@H](C1)O)C(=O)O)C(C)C